NC1=C2N=CN(C2=NC(=N1)F)[C@@H]1O[C@@H]([C@H]([C@H]1O)O)CO (2R,3R,4S,5R)-2-(6-amino-2-fluoro-9H-purin-9-yl)-5-(hydroxymethyl)tetrahydrofuran-3,4-diol